FC(C(=O)O)(F)F.NC1=NN2C(N=CC=C2)=C1C(=O)NC(C1CC1)C=1C=C(C=2N(C1N1CCS(CC1)(=O)=O)C=NC2)Cl 2-Amino-N-((8-chloro-5-(1,1-dioxido-thiomorpholino)imidazo[1,5-a]pyridin-6-yl)(cyclopropyl)methyl)pyrazolo[1,5-a]-pyrimidine-3-carboxamide trifluoro-acetate salt